5-amino-8-[2-(hydroxymethyl)-6-methyl-4-pyridinyl]-7-phenyl-2-(pyridazin-3-ylmethyl)-[1,2,4]triazolo[4,3-c]pyrimidin-3-one NC1=NC(=C(C=2N1C(N(N2)CC=2N=NC=CC2)=O)C2=CC(=NC(=C2)C)CO)C2=CC=CC=C2